di-t-butyl [(4-bromo-2-cyanophenyl)methyl]-2-imidodicarbonate BrC1=CC(=C(C=C1)CN(C(=O)OC(C)(C)C)C(=O)OC(C)(C)C)C#N